C(C1=CC=CC=C1)OCC([C@H](C[C@H]1C(NCCC1)=O)NC(=O)[C@@H]1N(C[C@H]2CCCC[C@@H]12)C(=O)C=1NC2=CC=CC(=C2C1)OC)=O (1R,3aS,7aR)-N-((S)-4-(benzyloxy)-3-oxo-1-((S)-2-oxopiperidin-3-yl)butan-2-yl)-2-(4-methoxy-1H-indole-2-carbonyl)octahydro-1H-isoindole-1-carboxamide